(R)-4-((1-(3-((1-allylpiperidin-4-yl)difluoromethyl)phenyl)ethyl)amino)-8-(hex-5-en-1-yl)-6-(4-isopropylpiperazin-1-yl)pyrido[2,3-d]pyrimidin-7(8H)-one C(C=C)N1CCC(CC1)C(C=1C=C(C=CC1)[C@@H](C)NC=1C2=C(N=CN1)N(C(C(=C2)N2CCN(CC2)C(C)C)=O)CCCCC=C)(F)F